tert-Butyl (2-((3-(aminomethyl)-5-fluoropyridin-2-yl)oxy)cyclopentyl)carbamate NCC=1C(=NC=C(C1)F)OC1C(CCC1)NC(OC(C)(C)C)=O